2,6-dimethyl-4-benzylidene-2,5-cyclohexadiene-1-one CC=1C(C(=CC(C1)=CC1=CC=CC=C1)C)=O